C(=O)C1=CC=C(C=C1)S(=O)(=O)C1=CC=C(C=C1)NC(OC(C)(C)C)=O tert-butyl (4-((4-formylphenyl)sulfonyl)phenyl)carbamate